ClC=1C(=CC2=C(C(C3=C(N(S2(=O)=O)C)C=CC=C3)O)C1)Cl 2,3-dichloro-11-hydroxy-6-methyl-6,11-dihydrodibenzo[c,f][1,2]thiazepine 5,5-dioxide